N=CC 2-iminoethane